(12aR)-9-bromo-10-chloro-7-(1H-imidazol-1-yl)-3,4,12,12a-tetrahydro-6H-pyrazino[2,1-c][1,4]benzooxazepine-2(1H)-carboxylic acid tert-butyl ester C(C)(C)(C)OC(=O)N1C[C@@H]2COC3=C(CN2CC1)C(=CC(=C3Cl)Br)N3C=NC=C3